CC1(C=2C=CC=CC2C=2C=C3C(=CC12)C=CC=C3)C 11,11-dimethyl-11H-benzo[b]fluorene